2,4-dichlorophenoxyacetic acid, isooctyl ester ClC1=C(OCC(=O)OCCCCCC(C)C)C=CC(=C1)Cl